C[C@@H]1N(CCN(C1)C1=C2C(=NC=C1)NCC2)C(=O)[O-] (2S)-2-methyl-4-1H,2H,3H-pyrrolo[2,3-b]pyridin-4-ylpiperazine-1-carboxylate